2-(2-Fluoro-5-methylphenyl)benzo[d]imidazo[2,1-b]thiazole-7-carboxylic acid FC1=C(C=C(C=C1)C)C=1N=C2SC3=C(N2C1)C=CC(=C3)C(=O)O